5-(5-chloro-2-(4,5-difluoro-2-(methoxy-d3)phenoxy)-4-(trifluoromethyl)benzamido)pyrimidine 1-oxide ClC=1C(=CC(=C(C(=O)NC=2C=NC=[N+](C2)[O-])C1)OC1=C(C=C(C(=C1)F)F)OC([2H])([2H])[2H])C(F)(F)F